piperazine carbamate hydrate O.C(N)(O)=O.N1CCNCC1